1-(5-(difluoromethyl)-1,3,4-selenadiazole-2-yl)-N-(1-methylcyclopropyl)-4-(piperidin-4-yl)-1H-indazole-6-sulfonamide FC(C1=NN=C([Se]1)N1N=CC2=C(C=C(C=C12)S(=O)(=O)NC1(CC1)C)C1CCNCC1)F